6-(2,8-dichloro-4-(2-(dimethylamino)ethyl)-10-fluoro-5,6-dihydro-4H-[1,4]oxazepino[5,6,7-de]quinazolin-9-yl)-N,N-bis(4-methoxybenzyl)-4-methyl-5-(trifluoromethyl)pyridin-2-amine ClC1=NC=2C(=C(C(=C3C2C(=N1)N(CCO3)CCN(C)C)Cl)C3=C(C(=CC(=N3)N(CC3=CC=C(C=C3)OC)CC3=CC=C(C=C3)OC)C)C(F)(F)F)F